[N+](=[N-])=CC(CC[C@@H](C(=O)OC(C)C)NC([C@H](C(C)C)OCC)=O)=O isopropyl (S)-6-diazo-2-((S)-2-ethoxy-3-methylbutanamido)-5-oxohexanoate